ammonium (((2S,4R)-1-([1,1'-biphenyl]-4-yl)-5-ethoxy-4-methyl-5-oxopentan-2-yl) amino)-4-oxobutanoate C1(=CC=C(C=C1)C[C@H](C[C@H](C(=O)OCC)C)NC(C(=O)[O-])CC=O)C1=CC=CC=C1.[NH4+]